C(C)(C)(C)OC(=O)N1CCOC(C(C1)O)C(=O)O 4-(tert-butoxycarbonyl)-6-hydroxy-1,4-oxaazepane-7-carboxylic acid